OC1=C2C(CC(OC2=C(C(=C1)OC)O)C1=CC=C(C=C1)O)=O 5,8,4'-trihydroxy-7-methoxyflavanone